rel-(R)-2-[5-chloro-4-(3,3-difluoro-1-methyl-cyclopentyl)-2-methyl-phenyl]-4-oxo-1H-1,6-naphthyridine-5-carboxamide ClC=1C(=CC(=C(C1)C=1NC=2C=CN=C(C2C(C1)=O)C(=O)N)C)[C@]1(CC(CC1)(F)F)C |o1:22|